FC(OC1=C(C=CC(=C1)C1=CN=CO1)NC(=O)C1COC2=CC=CC=C2C1)F N-(2-(difluoromethoxy)-4-(oxazol-5-yl)phenyl)chromane-3-carboxamide